5-methyl-6-(3-(7-methyl-6,7-dihydropyrazolo[1,5-a]pyrimidin-4(5H)-yl)-7,8-dihydro-1,6-naphthyridin-6(5H)-yl)pyridazine-3-carbonitrile CC=1C=C(N=NC1N1CC=2C=C(C=NC2CC1)N1C=2N(C(CC1)C)N=CC2)C#N